CC1=CC=C(C=C1)C1=C(C=CC=C1)NC(C1=CC=CC=C1)=N N-[4'-methyl-(1,1'-biphenyl-2-yl)]benzamidine